C(CCCCC)N(C1=NC=C(C=C1)NC1=CC=CC=C1)CCCCCC N2,N2-dihexyl-N5-phenyl-2,5-Pyridinediamine